C1(CC1)C1(C(=C(N=C2N1C(N(N2)C)=O)N2CC=1C=C(C=NC1CC2)C2=C(C(=C(C(=C2)F)OC)F)C)C)O 5-cyclopropyl-7-(3-(3,5-difluoro-4-methoxy-2-methylphenyl)-7,8-dihydro-1,6-naphthyridin-6(5H)-yl)-2,6-dimethyl-[1,2,4]triazolo[4,3-a]pyrimidin-3(2H)-oneol